5-Amino-N-(4-chloro-3-cyano-1H-indol-7-yl)-1-ethyl-pyrazol-4-sulfonamid NC1=C(C=NN1CC)S(=O)(=O)NC=1C=CC(=C2C(=CNC12)C#N)Cl